NC1=CC=C(C=N1)N1C[C@H](CCC1)N(CC1=CC=NC=C1)CC1=CN2C3=C(C(=C(C=C3C1=O)F)F)OCC2C 6-((((S)-1-(6-aminopyridin-3-yl)piperidin-3-yl)(pyridin-4-ylmethyl)amino)methyl)-9,10-difluoro-3-methyl-2H-[1,4]oxazino[2,3,4-ij]quinolin-7(3H)-one